C1(CC1)OC1=C(C(=NC=C1)OC)C1=CN(C2=NC(=CC=C21)NC(=O)[C@H]2[C@@H](C2)C=O)COCC[Si](C)(C)C trans-N-[3-(4-cyclopropoxy-2-methoxypyridin-3-yl)-1-{[2-(trimethylsilyl)ethoxy]methyl}pyrrolo[2,3-b]pyridin-6-yl]-2-formylcyclopropane-1-carboxamide